Isobutylcyclopentadienyl-lithium C(C(C)C)C1(C=CC=C1)[Li]